ethyl 5-[(1S)-1-methoxyethyl]-1-phenyl-1H-pyrazole-4-carboxylate CO[C@@H](C)C1=C(C=NN1C1=CC=CC=C1)C(=O)OCC